ClC=1C(=C(C=CC1)C=1N=C(N2C1OC=C2)C2=CC=C(C#N)C=C2)F 4-(7-(3-chloro-2-fluorophenyl)imidazo[5,1-b]oxazol-5-yl)benzonitrile